(4Z)-4-(1,3-benzothiazol-6-ylmethylene)-2-[[(3S,4S)-4-hydroxytetrahydropyran-3-yl]amino]-1H-imidazol-5-one S1C=NC2=C1C=C(C=C2)\C=C\2/N=C(NC2=O)N[C@H]2COCC[C@@H]2O